2,5-Dipropyltetrahydrofuran C(CC)C1OC(CC1)CCC